1-((R)-2-((R)-2-((R)-2-((R)-2-amino-3-phenylpropanamido)-3-phenylpropanamido)-4-methylpentanamido)-6-(((R)-2,3-dihydroxypropyl)amino)hexanoyl)piperidin-4-carboxylic acid N[C@@H](C(=O)N[C@@H](C(=O)N[C@@H](C(=O)N[C@@H](C(=O)N1CCC(CC1)C(=O)O)CCCCNC[C@H](CO)O)CC(C)C)CC1=CC=CC=C1)CC1=CC=CC=C1